Chromium-neodymium-cobalt [Co].[Nd].[Cr]